COC=1C=C(C=CC1NCC#CC=1N(C2=CC=CC(=C2C1)NC1CCN(CC1)CC1OC(OC1)=O)CC(F)(F)F)S(=O)(=O)N 3-methoxy-4-({3-[4-({1-[(2-oxo-1,3-dioxolan-4-yl)methyl]piperidin-4-yl}amino)-1-(2,2,2-trifluoroethyl)-1H-indol-2-yl]prop-2-yn-1-yl}amino)benzene-1-sulfonamide